2,2-di-t-butylphenyl-carbodiimide C(C)(C)(C)C1(C(C=CC=C1)N=C=N)C(C)(C)C